(3-methoxy-2-methyl-6-nitrophenyl)methanol COC=1C(=C(C(=CC1)[N+](=O)[O-])CO)C